[K+].C(CCCCCCCCCCC)S(=O)(=O)[O-] dodecyl-sulfonate, potassium salt